COC=1C(=CC=2N(N1)N=C(C2)C)NC(=O)N2CCC=1C2=NC=CC1N1C[C@@H](N([C@@H](C1)C)C(=O)OC(C)(C)C)C tert-butyl (2S,6R)-4-(1-((6-methoxy-2-methylpyrazolo[1,5-b]pyridazin-5-yl)carbamoyl)-2,3-dihydro-1H-pyrrolo[2,3-b]pyridin-4-yl)-2,6-dimethylpiperazine-1-carboxylate